N-(4-(2-(((1r,4r)-4-(dimethylamino)cyclohexyl)amino)-8-isopropyl-7-oxo-7,8-dihydropteridin-6-yl)-3,5-difluorophenyl)-3,3,3-trifluoropropane-1-sulfonamide CN(C1CCC(CC1)NC1=NC=2N(C(C(=NC2C=N1)C1=C(C=C(C=C1F)NS(=O)(=O)CCC(F)(F)F)F)=O)C(C)C)C